(6,7-difluoro-2-oxoquinolin-1(2H)-yl)acetamide FC=1C=C2C=CC(N(C2=CC1F)CC(=O)N)=O